ClC1=CC=C(C=N1)NC1=NC=CC2=CC(=CC=C12)OCC1(COC1)CC#N 2-(3-(((1-((6-chloropyridin-3-yl)amino)isoquinolin-6-yl)oxy)methyl)oxetan-3-yl)acetonitrile